C(C)C1=C(C=CC(=C1)N1CCN(CC1)C)NC1=NC=C(C(=N1)NCCCN(C(=O)C1CN(C1)C)C)C(F)(F)F N-(3-((2-((2-ethyl-4-(4-methylpiperazin-1-yl)phenyl)amino)-5-(trifluoromethyl)pyrimidin-4-yl)amino)propyl)-N,1-dimethylazetidine-3-carboxamide